FC1([C@@H]([C@H]1C1=NSC(=N1)N1CCCCC1)C1=CC=C(C=C1)S(=O)(=O)N)F 4-{(1S,3S)-2,2-difluoro-3-[5-(piperidin-1-yl)-1,2,4-thiadiazol-3-yl]cyclopropyl}benzenesulfonamide